CC1=CC=C(C(=N1)C=O)C1=NC=CC=N1 (6-methyl-3-(pyrimidin-2-yl)pyridin-2-yl)methanone